C(#N)[B-](C#N)(C#N)C#N.CN1C(N(C(=C1C)C)C)C 1,2,3,4,5-pentamethylimidazole tetracyanoborate